C(C)(C)(C)OC(=O)NCCCOC=1C=C(C(=O)NCCCNC(OC(C)(C)C)=O)C=C(C1)OCCCNC(=O)OC(C)(C)C tert-butyl N-[3-[[3,5-bis[3-(tert-butoxycarbonylamino)propoxy] benzoyl]amino]propyl]carbamate